3-(piperidin-4-yloxy)pyridine N1CCC(CC1)OC=1C=NC=CC1